N-cyclopropyl-4-methyl-3-(1-thiazol-5-yl-1H-pyrazol-4-yl)-benzamide C1(CC1)NC(C1=CC(=C(C=C1)C)C=1C=NN(C1)C1=CN=CS1)=O